IC1=NN(C2=NC(=NC(=C21)N)Cl)CC2=CC=C(C=C2)OC 3-iodo-6-chloro-1-(4-methoxybenzyl)-1H-pyrazolo[3,4-d]pyrimidin-4-amine